3-(5-(((1S,2S)-2-(3-(benzyloxy)azetidin-1-yl)cyclohexyl)oxy)-1-oxoisoindolin-2-yl)piperidine-2,6-dione C(C1=CC=CC=C1)OC1CN(C1)[C@@H]1[C@H](CCCC1)OC=1C=C2CN(C(C2=CC1)=O)C1C(NC(CC1)=O)=O